ClC1=C(C=C(C=C1)C=1C=C(C(=O)N)C=CC1C(=O)NC=1C=NC(=CC1)OC)C1=NC=CC=C1 M-(4-chloro-3-(pyridin-2-yl)phenyl)-N4-(6-methoxypyridin-3-yl)terephthalamide